CN1CC2=CC(=CC=C2CC1=O)B1OC(C(O1)(C)C)(C)C 2-methyl-7-(4,4,5,5-tetramethyl-1,3,2-dioxaborolan-2-yl)-1,4-dihydroisoquinolin-3(2H)-one